ClC1=CC=C(C(=N1)C=1OC=NN1)NC(C)C=1C=2C3=C(N(C(C2C=C(C1)C)=O)C)N(N=C3)C3CCN(CC3)C 9-[1-[[6-chloro-2-(1,3,4-oxadiazol-2-yl)-3-pyridyl]amino]ethyl]-4,7-dimethyl-3-(1-methyl-4-piperidyl)pyrazolo[3,4-c]isoquinolin-5-one